tert-butyl 2-(benzyloxycarbonylamino)-3-(hydroxymethyl)hex-5-enoate C(C1=CC=CC=C1)OC(=O)NC(C(=O)OC(C)(C)C)C(CC=C)CO